C1(CC1)C1=C(CN2C(N([C@H](C=3C2=NN(C3)C)C)C3CCN(CC3)C=3C(=NC=CC3C(F)F)OC)=O)C=CC=C1 |o1:9| (S)- or (R)-7-(2-Cyclopropyl-benzyl)-5-(4'-difluoromethyl-2'-methoxy-3,4,5,6-tetrahydro-2H-[1,3']bipyridinyl-4-yl)-2,4-dimethyl-2,4,5,7-tetrahydro-pyrazolo[3,4-d]pyrimidin-6-one